[2-(2-azidoethoxy)ethoxy]acetamide N(=[N+]=[N-])CCOCCOCC(=O)N